OC1=CC=C(C=C1[N+](=O)[O-])CC1=CC=C(C(=C1)[N+](=O)[O-])O bis(4-hydroxy-5-nitrophenyl)Methane